OCC(C(=O)N)(NC(=O)C1=C(OC2=C1C=C(C=C2)OCC(F)(F)F)C)C 3-hydroxy-2-methyl-2-{[2-methyl-5-(2,2,2-trifluoroethoxy)-1-benzofuran-3-yl]formamido}propanamide